BrC=1C=NC(=C(C(=O)O)C1)F 5-bromo-2-fluoronicotinic acid